C1(=CC=CC=C1)N1C(=O)N(C(=O)CC1=O)C1=CC=CC=C1 1,3-diphenyl-barbituric acid